carbamic acid 2-trimethylsilylethyl ester C[Si](CCOC(N)=O)(C)C